1-methyl-3-(4,4,5,5-tetramethyl-1,3,2-dioxaborolan-2-yl)-1H-Pyrazole-5-carboxylic acid methyl ester COC(=O)C1=CC(=NN1C)B1OC(C(O1)(C)C)(C)C